(S)-(1-((4-(1-benzyl-5-methyl-1H-pyrazol-4-yl)-3-fluorophenyl)amino)-1-Oxo-3,3-diphenylpropan-2-yl)carbamic acid tert-butyl ester C(C)(C)(C)OC(N[C@H](C(=O)NC1=CC(=C(C=C1)C=1C=NN(C1C)CC1=CC=CC=C1)F)C(C1=CC=CC=C1)C1=CC=CC=C1)=O